3-(2-cyanopropan-2-yl)-N-(4-methyl-3-(4-(5-(4-methylpiperazine-1-carbonyl)pyridin-3-yl)-1H-pyrazol-1-yl)phenyl)benzamide C(#N)C(C)(C)C=1C=C(C(=O)NC2=CC(=C(C=C2)C)N2N=CC(=C2)C=2C=NC=C(C2)C(=O)N2CCN(CC2)C)C=CC1